BrC1=C(C=CC(=C1)F)C1=NNC(OC12CCC(CC2)(O)C[C@H](C)NC(=O)C2=CC(=NN2)C)=O N-((S)-1-(cis-5-(2-bromo-4-fluorophenyl)-9-hydroxy-2-oxo-1-oxa-3,4-diazaspiro[5.5]undec-4-en-9-yl)prop-2-yl)-3-methyl-1H-pyrazole-5-carboxamide